BrC=1SC(=CN1)Br 2,5-Dibromothiazole